COC([C@@H](C)O)=O (2R)-2-hydroxypropionic acid methyl ester